FC=1C(=CC(=NC1)C1=C(C=NN1C)F)OC1CN(C1)C=O (3-((5-fluoro-2-(4-fluoro-1-methyl-1H-pyrazol-5-yl)pyridin-4-yl)oxy)azetidin-1-yl)methanone